C1(CCCCC1)C1=CC=C(C=C1)C=1NC=2N(C(C1)=O)N=CC2C(=O)N2[C@@H]([C@@H](C2)CF)C 5-(4-cyclohexylphenyl)-3-[(2R,3R)-3-(fluoromethyl)-2-methyl-azetidine-1-carbonyl]-4H-pyrazolo[1,5-a]Pyrimidin-7-one